C12(CC(C1)C2)NCC(CCCC)NS(=O)(=O)C2=C(C=C(C(=C2)OC)Br)Br N-(1-(bicyclo[1.1.1]pentan-1-ylamino)hexan-2-yl)-2,4-dibromo-5-methoxybenzenesulfonamide